C(=CC1=CC=CC=C1)/C/1=C/C(=O)OC1=O styrenemaleic acid anhydride